((1-(3-bromophenyl)-3,3-difluorocyclobutyl)methyl)carbamic acid methyl ester COC(NCC1(CC(C1)(F)F)C1=CC(=CC=C1)Br)=O